3-fluoro-5-((oxetan-2-ylmethyl)amino)benzoic acid methyl ester COC(C1=CC(=CC(=C1)NCC1OCC1)F)=O